6-[3-(difluoromethyl)-4-fluorophenyl]-3-fluoro-pyrazolo[4,3-b]pyridine FC(C=1C=C(C=CC1F)C=1C=C2C(=NC1)C(=NN2)F)F